methyl 3-bromo-2-(methoxymethoxy)-5-methylbenzoate BrC=1C(=C(C(=O)OC)C=C(C1)C)OCOC